(5-((6-((R)-3-([1,1'-biphenyl]-3-yl)isoxazolidin-2-yl)pyrimidin-4-yl)amino)-4-methoxy-2-((S)-2-methylmorpholino)phenyl)acrylamide C1(=CC(=CC=C1)[C@@H]1N(OCC1)C1=CC(=NC=N1)NC=1C(=CC(=C(C1)C(C(=O)N)=C)N1C[C@@H](OCC1)C)OC)C1=CC=CC=C1